(3-phenyl)triazine C1(=CC=CC=C1)N1NN=CC=C1